N-[4-(4-fluoroanilino)-6,8-dimethyl-chroman-7-yl]-3,3-dimethyl-butanamide FC1=CC=C(NC2CCOC3=C(C(=C(C=C23)C)NC(CC(C)(C)C)=O)C)C=C1